ClC1=NN(C2=CC=C(C(=C12)CC(=O)O)Cl)C (3,5-dichloro-1-methyl-indazol-4-yl)acetic acid